(S)-4-(6-chloro-3-cyano-2-(((S)-1-methylpyrrolidin-2-yl)methoxy)-7-(5,6,7,8-tetrahydronaphthalen-1-yl)quinolin-4-yl)-2-(cyanomethyl)piperazine-1-carboxylic acid tert-butyl ester C(C)(C)(C)OC(=O)N1[C@H](CN(CC1)C1=C(C(=NC2=CC(=C(C=C12)Cl)C1=CC=CC=2CCCCC12)OC[C@H]1N(CCC1)C)C#N)CC#N